CNCCCCCCCC N-methyl-octylamine